FC1=C(OC2=C(C=C(C=C2)NS(=O)(=O)CC)C2=CC(=[N+](C(=C2)C(O)C)[O-])C)C=CC(=C1)F 4-(2-(2,4-Difluorophenoxy)-5-(ethylsulfonylamino)phenyl)-2-methyl-6-(oxaprop-2-yl)pyridine 1-oxide